C[C@@H](C(=O)OC)N=C=O methyl (S)-(-)-2-isocyanatopropionate